CC1=NC=C(C(=N1)N)C#N 2-methyl-4-aminopyrimidine-5-nitrile